(S)-4-(6-methyl-7-(8-methylnaphthalen-1-yl)-2-((1-methylpyrrolidin-2-yl)methoxy)-8-oxo-7,8-dihydropyrimido[5,4-d]Pyrimidin-4-yl)piperazine-1-carboxylic acid benzyl ester C(C1=CC=CC=C1)OC(=O)N1CCN(CC1)C=1C2=C(N=C(N1)OC[C@H]1N(CCC1)C)C(N(C(=N2)C)C2=CC=CC1=CC=CC(=C21)C)=O